N-(4-((2-(1,1-difluoroethyl)-6-isopropylpyrimidin-4-yl)amino)-5-((1s,3s)-3-methoxycyclobutoxy)pyridin-2-yl)acetamide FC(C)(F)C1=NC(=CC(=N1)NC1=CC(=NC=C1OC1CC(C1)OC)NC(C)=O)C(C)C